5-[[6-[3-(Difluoromethyl)-4-fluoro-phenyl]pyrazolo[4,3-b]pyridin-1-yl]methyl]pyridine-3-carbonitrile FC(C=1C=C(C=CC1F)C=1C=C2C(=NC1)C=NN2CC=2C=C(C=NC2)C#N)F